6-[5-(5-cyclopropyl-1,2,4-oxadiazol-3-yl)-3-(ethanesulfonyl)pyridin-2-yl]-7-methyl-3-(1,1,2,2,2-pentafluoroethyl)-7H-imidazo[4,5-c]pyridazin-1-ium-1-olate C1(CC1)C1=NC(=NO1)C=1C=C(C(=NC1)C1=NC2=C([N+](=NC(=C2)C(C(F)(F)F)(F)F)[O-])N1C)S(=O)(=O)CC